FC1=CC=C2C(C(=NNC2=C1)I)=O 7-Fluoro-3-iodocinnolin-4(1H)-one